piperazinediamine N1(C(CNCC1)N)N